CN1CC(CCC1)O methyl-piperidin-3-ol